3-(4-(3,5-difluoro-2-(trifluoromethyl)phenyl)piperidine-1-carbonyl)-1,4,6,7-tetrahydro-5H-pyrazolo[4,3-c]pyridine-5-carboxylic acid tert-butyl ester C(C)(C)(C)OC(=O)N1CC2=C(CC1)NN=C2C(=O)N2CCC(CC2)C2=C(C(=CC(=C2)F)F)C(F)(F)F